FC(OC1=CC=C(C=C1)C1=CN=C2N1C=CN=C2NC2=CC(=C(C(=O)NCCN1CCOCC1)C=C2)C)F 4-[[3-[4-(difluoromethoxy)phenyl]imidazo[1,2-a]pyrazin-8-yl]amino]-2-methyl-N-(2-morpholin-4-ylethyl)benzamide